CSC1=NN=C(S1)NC(=O)C1=C2C(=NO1)C(CCC2)=O N-(5-(methylsulfanyl)-1,3,4-thiadiazol-2-yl)-7-oxo-4,5,6,7-tetrahydrobenzo[c]-isoxazole-3-carboxamide